C(CCCCCCCCCCC)OCCC(=O)N(C)C 3-Lauroxy-N,N-dimethylpropanamide